O(C=C)N oxaallyl-amine